C1NCC12CCN(CC2)CCC2=CC1=C(N(C(N1C)=O)C1C(NC(CC1)=O)=O)C=C2 3-[5-[2-(2,7-diazaspiro[3.5]nonan-7-yl)ethyl]-3-methyl-2-oxo-benzimidazol-1-yl]piperidine-2,6-dione